C(C(C)C)SC=1C=2N(C=CC1)C(=NC2)C(C)(C)NC(=O)C2[C@H]1CN(C[C@@H]21)C(=O)OC(C)(C)C tert-butyl (1R,5S,6R)-6-((2-(8-(isobutylthio)imidazo[1,5-a]pyridin-3-yl)propan-2-yl)carbamoyl)-3-azabicyclo[3.1.0]hexane-3-carboxylate